C(C)N(C1CC2=C(N(N=C2CC1)C1=NC=CC=C1)O)CC1=CC=NC=C1 5-[Ethyl(pyridin-4-ylmethyl)amino]-2-(pyridin-2-yl)-4,5,6,7-tetrahydro-2H-indazol-3-ol